3-nitropyridine-6-d [N+](=O)([O-])C=1C=NC(=CC1)[2H]